N-(2-methoxy-4-(trifluoromethyl)phenyl)-7-methylquinolin-4-amine COC1=C(C=CC(=C1)C(F)(F)F)NC1=CC=NC2=CC(=CC=C12)C